N-((S)-1-cyanoethyl)benzamide C(#N)[C@H](C)NC(C1=CC=CC=C1)=O